N1(C=NC=C1)C1=CC=C(CN2CCC(CC2)C=2C=C3CN(C(C3=CC2)=O)C2C(NC(CC2)=O)=O)C=C1 3-(5-(1-(4-(1H-imidazol-1-yl)benzyl)piperidin-4-yl)-1-oxoisoindolin-2-yl)piperidine-2,6-dione